C(C)(C)(C)C=1C=C(C=C(C1O)C(C)(C)C)N(N)C(CC)=O 3,5-di-tert-butyl-4-hydroxy-phenyl-propionyl-hydrazine